C(C)(=O)C1=CC(=NC(=C1)N1C=NC=C1)C(=O)NC1CCC(CC1)OCCOCC 4-acetyl-6-(1H-imidazol-1-yl)-N-((1r,4r)-4-(2-ethoxyethoxy)cyclohexyl)pyridinecarboxamide